BrC=1C(=C(C(=O)NC=2C=C(C=CC2O)NC(OC(C)(C)C)=O)C=CN1)F tert-butyl (3-(2-bromo-3-fluoroisonicotinamido)-4-hydroxyphenyl)carbamate